(1-(2,4-bis(trifluoromethyl)phenyl)ethyl)-5-methyl-1H-pyrazol-4-amine hydrochloride Cl.FC(C1=C(C=CC(=C1)C(F)(F)F)C(C)N1N=CC(=C1C)N)(F)F